C1(CC1)C1=C(C(=O)N[C@@H](CCO[C@@H]2C[C@H](C2)CCC2=NC=3NCCCC3C=C2)C(=O)O)C=CC=C1 N-(2-cyclopropylbenzoyl)-O-(trans-3-(2-(5,6,7,8-tetrahydro-1,8-naphthyridin-2-yl)ethyl)cyclobutyl)homoserine